ClC1=NC(=CC(=C1)C1C(C1)(F)F)SC 2-chloro-4-(2,2-difluorocyclopropyl)-6-(methylthio)pyridine